1,2,3-Butanetriol C(C(C(C)O)O)O